CCCCCCCC(CCCCCCC)OC(CCCC(CCCC(=O)OC(CCCCCCC)CCCCCCC)=CCCN(C)C)=O 5-[3-(dimethylamino)propylidene]azelaic acid 1,9-bis(pentadec-8-yl) ester